methyl (S)-3-(8-nitro-6-(2-fluorophenyl)-1-((2-(diethylamino)ethyl)thio)-4H-benzo[f][1,2,4]triazolo[4,3-a][1,4]diazepin-4-yl)propionate [N+](=O)([O-])C=1C=CC2=C(C(=N[C@H](C=3N2C(=NN3)SCCN(CC)CC)CCC(=O)OC)C3=C(C=CC=C3)F)C1